4-((3-chloro-5-(methoxycarbonyl)indol-1-yl)methyl)phenylboronic acid ClC1=CN(C2=CC=C(C=C12)C(=O)OC)CC1=CC=C(C=C1)B(O)O